3-(Azetidin-3-yl)-5-[6-(trifluoro-methyl)-3-pyridyl]-1,2,4-oxadiazole N1CC(C1)C1=NOC(=N1)C=1C=NC(=CC1)C(F)(F)F